7-fluoro-4-(8-fluoro-2-(((2R,7aS)-2-fluorotetrahydro-1H-pyrrolizin-7a(5H)-yl)methoxy)-4-(((trans)-2-phenylcyclopropyl)amino)-6-(trifluoromethyl)quinazolin-7-yl)benzo[d]thiazol-2-amine FC1=CC=C(C=2N=C(SC21)N)C2=C(C=C1C(=NC(=NC1=C2F)OC[C@]21CCCN1C[C@@H](C2)F)N[C@H]2[C@@H](C2)C2=CC=CC=C2)C(F)(F)F